N1CC(CCC1)C1=CC=2C3=C(N(C2C=C1)CC(F)(F)F)C(=NC=N3)O 8-(piperidin-3-yl)-5-(2,2,2-trifluoroethyl)-5H-pyrimido[5,4-b]indol-4-ol